Cl.N1=C(C)C(O)=C(CO)C(CO)=C1 pyridoxol hydrochloride